COC1=CC=C(CNC=2C=3N(C4=CC=C(C=C4N2)C2=CC=NN2C2OCCCC2)C=C(C3)CO)C=C1 (4-((4-methoxybenzyl)amino)-7-(1-(tetrahydro-2H-pyran-2-yl)-1H-pyrazol-5-yl)pyrrolo[1,2-a]quinoxalin-2-yl)methanol